NCC1=CC(=CS1)C(N)=N (R)-5-(aminomethyl)thiophene-3-carboximidamide